1-butylammonium iodide [I-].C(CCC)[NH3+]